6-Fluoro-3-(methoxymethoxy)-8-((triisopropylsilyl)ethynyl)naphthalen-1-yl trifluoromethanesulfonate FC(S(=O)(=O)OC1=CC(=CC2=CC(=CC(=C12)C#C[Si](C(C)C)(C(C)C)C(C)C)F)OCOC)(F)F